CC=1C(=NC=CC1C(=O)N)C(=O)N Methyl-pyridine-2,4-dicarboxamide